COC(C1=C(C(=CC=C1)COC1=C(C=C(C=C1)C(F)(F)F)Cl)F)=O ((2-chloro-4-(trifluoromethyl)phenoxy)methyl)-2-fluorobenzoic acid methyl ester